2-(3-(1H-Pyrazolo[3,4-b]pyridin-4-yl)-4,5,6,7-tetrahydropyrazolo[1,5-a]pyridin-2-yl)thiazole N1N=CC=2C1=NC=CC2C=2C(=NN1C2CCCC1)C=1SC=CN1